N-((1R,2S)-1-amino-2,3-dihydro-1H-inden-2-yl)-4-(5-methyl-7H-pyrrolo[2,3-d]pyrimidin-4-yl)-3,4-dihydro-2H-1,4-thiazine-6-carboxamide N[C@H]1[C@H](CC2=CC=CC=C12)NC(=O)C1=CN(CCS1)C=1C2=C(N=CN1)NC=C2C